7-cyclopentyl-2-((5-(4-((2-(2,4-dioxotetrahydropyrimidin-1(2H)-yl)benzyl)(methyl)amino)piperidin-1-yl)pyridin-2-yl)amino)-N,N-dimethyl-7H-pyrrolo[2,3-d]pyrimidine-6-carboxamide C1(CCCC1)N1C(=CC2=C1N=C(N=C2)NC2=NC=C(C=C2)N2CCC(CC2)N(C)CC2=C(C=CC=C2)N2C(NC(CC2)=O)=O)C(=O)N(C)C